(2-(2-chlorophenyl)propan-2-yl)-2-methyl-3-(pyrrolidin-1-yl)propanamide ClC1=C(C=CC=C1)C(C)(C)C(C(=O)N)(CN1CCCC1)C